The molecule is a synthetic non-aromatisable androgen and anabolic steroid. It binds strongly to the androgen receptor and has therefore also been used as an affinity label for this receptor in the prostate and in prostatic tumors. It has a role as an androgen. It is an anabolic androgenic steroid, a 17beta-hydroxy steroid and a 3-oxo steroid. It derives from a hydride of an estrane. C[C@@]1(CC[C@@H]2[C@@]1(C=CC3=C4CCC(=O)C=C4CC[C@@H]23)C)O